COC1C(C1)C(=O)N (2-methoxy)cyclopropane-1-carboxamide